indole-1,5-d N1(C=CC2=CC(=CC=C12)[2H])[2H]